BrC=1C(=NC(=NC1)NC1=CC(=C(C=C1)OC)OC)NC1=C(C(=O)NC)C=CC=C1 2-((5-bromo-2-((3,4-dimethoxyphenyl)amino)pyrimidin-4-yl)amino)-N-methylbenzamide